2-nitrodibenzo[b,d]thiophene 5,5-dioxide [N+](=O)([O-])C1=CC2=C(S(C3=C2C=CC=C3)(=O)=O)C=C1